C(C)(C)(C)OC(=O)N1C(CCCC1)(N1C(NC2=C1C=CC=C2)=O)O[Si](C)(C)C(C)(C)C ((Tert-Butyldimethylsilyl)oxy)-2-oxo-2,3-dihydro-1H-benzo[d]imidazole-1-ylpiperidine-1-carboxylic acid tert-butyl ester